1-[5-[[5-chloro-4-(1-ethylpropylamino)pyrimidin-2-yl]amino]-2-(5,5-dimethyl-1,3,2-dioxaborolan-2-yl)-3-methyl-phenyl]ethanone ClC=1C(=NC(=NC1)NC=1C=C(C(=C(C1)C(C)=O)B1OC(CO1)(C)C)C)NC(CC)CC